5,8-difluoro-7-(hydroxymethyl)-3-methylquinazoline-2,4(1H,3H)-dione FC1=C2C(N(C(NC2=C(C(=C1)CO)F)=O)C)=O